(4aR,8aS)-6-[6-[[6-(trifluoromethyl)-3-pyridyl]methyl]-2-azaspiro[3.3]heptane-2-carbonyl]-4,4a,5,7,8,8a-hexahydropyrido[4,3-b][1,4]oxazin-3-one FC(C1=CC=C(C=N1)CC1CC2(CN(C2)C(=O)N2C[C@@H]3[C@@H](OCC(N3)=O)CC2)C1)(F)F